C(C)(C)(C)[Si](OCC=1C=CC(=NC1)C#C[Si](C)(C)C)(C)C 5-(((tert-butyl-(dimethyl)silyl)oxy)methyl)-2-((trimethylsilyl)ethynyl)pyridine